CN(C=1C(=NC=CC1)NC1=NC(=NS1)C1=NC=C(C=C1)S(=O)(=O)C1CCN(CC1)C)C N3,N3-dimethyl-N2-(3-(5-(1-methylpiperidin-4-ylsulfonyl)pyridin-2-yl)-1,2,4-thiadiazol-5-yl)pyridine-2,3-diamine